4-(Cyclopropanecarbonyl)piperazine-1-carboxylic acid tert-butyl ester C(C)(C)(C)OC(=O)N1CCN(CC1)C(=O)C1CC1